tert-butyl (S,E)-(6-(2-(isoxazol-3-yl)-1,3-dioxolan-2-yl)-1-(5-(7-methoxy-2-methylquinolin-6-yl)isoxazol-3-yl)hex-3-en-1-yl)carbamate O1N=C(C=C1)C1(OCCO1)CC/C=C/C[C@@H](C1=NOC(=C1)C=1C=C2C=CC(=NC2=CC1OC)C)NC(OC(C)(C)C)=O